N1=C(C=CC=C1)CN1C=CC2=CC(=CC=C12)C(=O)OC methyl 1-(pyridin-2-ylmethyl)-1H-indole-5-carboxylate